S1C(=NC2=C1C=CC=C2)NC2=CC1=C(N=N2)N(CC1)C=1SC=C(N1)C(=O)O {3-[(1,3-benzothiazol-2-yl)amino]-5H,6H,7H-pyrrolo[2,3-c]Pyridazin-7-yl}-1,3-thiazole-4-carboxylic acid